[Cu](O)O.[F] fluorine copper hydroxide